COCCOC1=CC=C(C=C1)C1=CC=C(C=C1)C(C)(C)NC(O[C@@H]1CN2CCC1CC2)=O (S)-quinuclidin-3-yl (2-(4'-(2-methoxyethoxyl)-[1,1'-biphenyl]-4-yl)propan-2-yl)carbamate